7-tert-butylnaphthalene C(C)(C)(C)C1=CC=C2C=CC=CC2=C1